C(C)C=1C(NC=2C=C(C=NC2C1)CN1C[C@](CC1)(C)OC=1C=CC(=NC1)C(=O)NC)=O 5-{[(3R)-1-[(7-ethyl-6-oxo-5H-1,5-naphthyridin-3-yl)methyl]-3-methylpyrrolidin-3-yl]oxy}-N-methylpyridine-2-carboxamide